C(C)OC(C(=O)N1C[C@H](N(C[C@@H]1C)C(=O)OC(C)(C)C)C)=O tert-butyl (2R,5S)-4-(2-ethoxy-2-oxoacetyl)-2,5-dimethylpiperazine-1-carboxylate